tert-butyl 6-chloro-8-(5-((5-methoxy-1,3,4-thiadiazol-2-yl)carbamoyl)-2-methylpyridin-4-yl)-2,3-dihydro-4H-benzo[b][1,4]oxazine-4-carboxylate ClC1=CC2=C(OCCN2C(=O)OC(C)(C)C)C(=C1)C1=CC(=NC=C1C(NC=1SC(=NN1)OC)=O)C